7-BROMO-5-METHOXYCINNOLIN-4-OL BrC1=CC(=C2C(=CN=NC2=C1)O)OC